3-hydroxyaminobenzoic acid (3-hydroxyanthranilate) OC1=C(C(C(=O)O)=CC=C1)N.ONC=1C=C(C(=O)O)C=CC1